C(C)NC(NC1=C(C=C(C=N1)CN1CCN(CC1)C=1C=CC(=NC1F)C(=O)NC)F)=O 5-(4-((6-(3-ethylureido)-5-fluoropyridin-3-yl)methyl)piperazin-1-yl)-6-fluoro-N-methylpicolinamide